N[C@@H](CCO)C1=NC2=C(N1[C@H]1CN(CC1)C)C=CC(=C2)C=2C(=NOC2C)C (S)-3-amino-3-(5-(3,5-dimethylisoxazol-4-yl)-1-((R)-1-methylpyrrolidin-3-yl)-1H-benzo[d]imidazol-2-yl)propane-1-ol